[Si](C)(C)(C(C)(C)C)OC[C@H]1C[C@H](C[C@@H]1O[Si](C(C)C)(C(C)C)C(C)C)NC1=NC=NC=C1C(=O)C=1SC=C(C1)[C@@H](O)C1=NC(=CC=C1)Cl [4-[{(1R,3R,4S)-3-({[tert-Butyl(dimethyl)silyl]oxy}methyl)-4-[(triisopropylsilyl)oxy]cyclopentyl}amino]pyrimidin-5-yl]{4-[(R)-(6-chloropyridin-2-yl)(hydroxy)methyl]-2-thienyl}methanone